FC1=CC=C(C=C1)C(C(=O)C1=CC2=C(S1)C=C(C=C2)OC)=C 2-(4-fluorophenyl)-1-(6-methoxybenzo[b]thiophen-2-yl)prop-2-en-1-one